C(C1=CC=CC=C1)OC=1C=C2C=CC(=CC2=C(C1N1S(NC(C1)=O)(=O)=O)F)NC(CC(C)(C)O)=O N-(6-(benzyloxy)-7-(1,1-dioxo-4-oxo-1,2,5-thiadiazolidin-2-yl)-8-fluoronaphthalen-2-yl)-3-hydroxy-3-methylbutanamide